BrC=1C=NN(C1)C=1C=NC=CC1 3-(4-bromo-1H-pyrazol-1-yl)pyridine